FC(C=1C(=C(C=CC1)[C@@H](C)\N=C/1\C2=C(N(C(=N1)C)C)C=NC(=C2)/C=C/CNC(OC(C)(C)C)=O)F)F tert-butyl ((E)-3-((Z)-4-(((R)-1-(3-(difluoromethyl)-2-fluorophenyl)-ethyl)imino)-1,2-dimethyl-1,4-dihydropyrido[3,4-d]pyrimidin-6-yl)allyl)carbamate